tert-butyl(3-cyano-4-(5,5-dimethyl-1,3,2-dioxaborinan-2-yl)-5,7-difluorobenzo[b]thiophen-2-yl)carbamate C(C)(C)(C)OC(NC1=C(C2=C(S1)C(=CC(=C2B2OCC(CO2)(C)C)F)F)C#N)=O